C(C1=CC=CC=C1)OC(=O)NCCCCCCNC(=O)C1=C[C@H]([C@H]([C@@H](C1)OCCC(=O)OC(C)(C)C)OCCC(=O)OC(C)(C)C)OCCC(=O)OC(C)(C)C tri-tert-butyl 3,3',3''-(((1R,2S,3R)-5-((6-(((benzyloxy)carbonyl)amino)hexyl)carbamoyl)cyclohex-4-ene-1,2,3-triyl)tris(oxy))tripropionate